3-fluoro-N-(2-phenyl-1H-pyrrolo[2,3-b]pyridin-5-yl)pyridine-2-carboxamide FC=1C(=NC=CC1)C(=O)NC=1C=C2C(=NC1)NC(=C2)C2=CC=CC=C2